FC=1C=C(C=CC1)NC1=NC(=NC(=N1)NC(C)C)C1=CC=CC=C1 (3-Fluoro-phenyl)-N'-isopropyl-6-phenyl-[1,3,5]triazine-2,4-diamine